OC1(CCCCC1)CC(=O)NC 2-(1-hydroxycyclohexyl)-N-methylacetamide